COC1=CC=C(C=C1)C(OC[C@H]1O[C@H]([C@@H]([C@@H]1CC(=O)O)F)N1C=2N=C(NC(C2N=C1)=O)NC(C(C)C)=O)(C1=CC=CC=C1)C1=CC=C(C=C1)OC 2-((2S,3R,4R,5R)-2-((bis(4-methoxyphenyl)(phenyl)methoxy)methyl)-4-fluoro-5-(2-isobutyramido-6-oxo-1,6-dihydro-9H-purin-9-yl)tetrahydrofuran-3-yl)acetic acid